3,8-Bis(benzyloxy)-2-ethyl-9-methyl-spiro[benzo[c]chromene-6,1'-cyclobutane] C(C1=CC=CC=C1)OC1=C(C=C2C3=C(C=C(C(=C3)C)OCC3=CC=CC=C3)C3(CCC3)OC2=C1)CC